S1C(=CC=C1)C=1C=C(C=C(C1)C=1SC=CC1)[C@@H](C)NC(C1=C(C=CC(=C1)NC(CN(C)C)=O)C)=O (R)-N-(1-(3,5-di(thiophen-2-yl)phenyl)ethyl)-5-(2-(dimethylamino)acetamido)-2-methylbenzamide